cyclopropylethynyl-6-fluoro-4-(trifluoromethyl)1,4-dihydro-2H-benzo[d][1,3]oxazin-2-one C1(CC1)C#CN1C(OC(C2=C1C=CC(=C2)F)C(F)(F)F)=O